cystine-propargylamide C(C#C)(=O)N.C([C@@H](C(=O)O)N)SSC[C@@H](C(=O)O)N